dec-8-yl-thiazole CCCCCCCC(CC)C=1SC=CN1